1,2-diheptadecyl-benzimidazole C(CCCCCCCCCCCCCCCC)N1C(=NC2=C1C=CC=C2)CCCCCCCCCCCCCCCCC